NC1=C(C=C(N=N1)C1=C(C=CC=C1)O)C#CC1(CCC(CC1)N1CCCC1)OC 2-(6-amino-5-((1-methoxy-4-(pyrrolidin-1-yl)cyclohexyl)ethynyl)pyridazin-3-yl)phenol